N(C1=CC=CC=C1)[NH2+]NC1=CC=CC=C1 dianilinoammonium